7-{8-methyl-1H,2H,3H-pyrido[2,3-b][1,4]oxazin-7-yl}-N-{4-[(1H-1,2,4-triazol-1-yl)methyl]phenyl}-5H,6H,7H,8H-pyrido[3,4-d]pyrimidin-2-amine CC1=C(C=NC=2OCCNC21)N2CC=1N=C(N=CC1CC2)NC2=CC=C(C=C2)CN2N=CN=C2